(S)-2,4-diamino-6-(((5-chloro-8-fluoro-4-oxo-3-(pyridin-3-yl)-3,4-dihydroquinazolin-2-yl)(cyclopropyl)methyl)amino)pyrimidine-5-carbonitrile NC1=NC(=C(C(=N1)N)C#N)N[C@@H](C1CC1)C1=NC2=C(C=CC(=C2C(N1C=1C=NC=CC1)=O)Cl)F